C(C1=CC=CC=C1)NC(=O)ONC(C1=CC(=CC=C1)N(C)C1=NC2=C(N1)C=C(C(=C2)C#N)C(F)(F)F)=O N-((benzylcarbamoyl)oxy)-3-((5-cyano-6-(trifluoromethyl)-1H-benzo[d]imidazol-2-yl)(methyl)amino)benzamide